6'-Bromo-2',3'-dihydro-1'H-spiro[cyclopentane-1,4'-isoquinolin]-1'-one BrC=1C=C2C3(CNC(C2=CC1)=O)CCCC3